COC1=CC=C(CSC2=CC3=C(N(N=N3)COCC[Si](C)(C)C)C=C2)C=C1 5-((4-methoxybenzyl)thio)-1-((2-(trimethylsilyl)ethoxy)methyl)-1H-benzo[d][1,2,3]triazole